ClC1=CC=C(CSC=2NC(=NN2)NC(=O)C=2NC(=CC2)\C=C\2/C(NC3=CC=CC=C23)=O)C=C1 (Z)-N-(5-((4-chlorobenzyl)thio)-4H-1,2,4-triazol-3-yl)-5-((2-oxoindolin-3-ylidene)methyl)-1H-pyrrole-2-carboxamide